C(CCCCC)C(COC(CCCCCCCNC(CCCCCCCCCBr)=O)=O)CCCCCCCC.BrCCCCCCCCCC(=O)NCCCCCCCC(=O)OCC(CCCCCCCC)CCCCCC 2-hexyldecyl 8-(10-bromodecanamido)octanoate 2-hexyldecyl-8-(10-bromodecanamido)octanoate